(S)-1'-(6-amino-5-((2-amino-3-chloropyridin-4-yl)thio)-3-fluoropyrazin-2-yl)-1,3-dihydro-spiro[indene-2,4'-piperidine]-1-amine oxalate C(C(=O)O)(=O)O.NC1=C(N=C(C(=N1)N1CCC2(CC1)[C@@H](C1=CC=CC=C1C2)N)F)SC2=C(C(=NC=C2)N)Cl